(Z)-6-((2R,4R)-4-((5-cyclopropyl-3-(2-(trifluoromethoxy)phenyl)isoxazol-4-yl)methoxy)-2-methylpiperidin-1-yl)-N'-hydroxynicotinimidamide C1(CC1)C1=C(C(=NO1)C1=C(C=CC=C1)OC(F)(F)F)CO[C@H]1C[C@H](N(CC1)C1=NC=C(/C(/N)=N/O)C=C1)C